2-((1-(oxetan-3-yl)-1H-pyrazol-3-yl)methyl)-6-(phenylsulfonyl)phthalazin-1(2H)-one O1CC(C1)N1N=C(C=C1)CN1C(C2=CC=C(C=C2C=N1)S(=O)(=O)C1=CC=CC=C1)=O